2-[[(1R)-1-[2-(4-Cyano-3-fluoro-phenyl)-6-methyl-4-oxo-chromen-8-yl]ethyl]amino]benzoic acid C(#N)C1=C(C=C(C=C1)C=1OC2=C(C=C(C=C2C(C1)=O)C)[C@@H](C)NC1=C(C(=O)O)C=CC=C1)F